COC(CN1C=NC=2N(C(N(C(C12)=O)C)=O)C)OC 7-(2,2-dimethoxyethyl)-1,3-dimethyl-3,7-dihydro-1H-purine-2,6-dione